(2-(4-(benzyloxy)phenyl)-1-(benzenesulfonyl)-1H-imidazol-4-yl)(4-fluorophenyl)methanone C(C1=CC=CC=C1)OC1=CC=C(C=C1)C=1N(C=C(N1)C(=O)C1=CC=C(C=C1)F)S(=O)(=O)C1=CC=CC=C1